C(C)OC(=O)NC1CN(CC1)C(=O)[O-] 3-((ethoxycarbonyl)amino)pyrrolidine-1-carboxylate